1,3,5,8,8-pentamethyloctahydro-1H-3,9a-methanobenzo[c]oxepine CC1OC2(CC(C3C1(CC(CC3)(C)C)C2)C)C